C1(CCCC1)C1=NN(C(=C1C(F)(F)F)C(=O)NC1=CC(=[N+](C=C1)[O-])S(=O)(=N)C)CC1(CC(C1)(F)F)C 4-(3-cyclopentyl-1-((3,3-difluoro-1-methylcyclobutyl)methyl)-4-(trifluoromethyl)-1H-pyrazole-5-carboxamido)-2-(S-methylsulfonimidoyl)pyridine 1-oxide